9,9',9'',9'''-(4-(pyridin-2-yl)-6-(pyridin-4-yl)benzene-1,2,3,5-tetrayl)tetrakis(3-methyl-9H-carbazole) N1=C(C=CC=C1)C1=C(C(=C(C(=C1N1C2=CC=CC=C2C=2C=C(C=CC12)C)C1=CC=NC=C1)N1C2=CC=CC=C2C=2C=C(C=CC12)C)N1C2=CC=CC=C2C=2C=C(C=CC12)C)N1C2=CC=CC=C2C=2C=C(C=CC12)C